FC=1C=C(C=CC1)C(C1C2CN(CC12)C(=O)OCC1=CC=CC=C1)O benzyl 6-((3-fluorophenyl) (hydroxy)methyl)-3-azabicyclo[3.1.0]hexane-3-carboxylate